ClC=1C(=NC(=NC1C1=C(C=CC=C1)C)NS(=O)(=O)C=1C=NN(C1)C)OC1=C(C=CC=C1)C N-[5-chloro-4-(2-methylphenoxy)-6-(o-tolyl)pyrimidin-2-yl]-1-methyl-pyrazole-4-sulfonamide